ClC1=CC=C(C=C1)[C@H](CN1N=C(N=N1)CN1C(N(C(C(=C1)C(=O)N)=O)C)=O)O 1-({2-[(2R)-2-(4-chlorophenyl)-2-hydroxyethyl]-2H-1,2,3,4-tetrazol-5-yl}methyl)-3-methyl-2,4-dioxo-1,2,3,4-tetrahydropyrimidine-5-carboxamide